2-methyl-2-(p-tolyl)propionitrile CC(C#N)(C)C1=CC=C(C=C1)C